N-[3-[5-fluoro-2-[[1-(2-hydroxyethyl)pyrazol-4-yl]amino]pyrimidin-4-yl]-1-methyl-indol-6-yl]prop-2-ynamide FC=1C(=NC(=NC1)NC=1C=NN(C1)CCO)C1=CN(C2=CC(=CC=C12)NC(C#C)=O)C